phenyl N-(4-[[methyl(2-oxopyrrolidin-3-yl)amino]methyl]phenyl)carbamate CN(C1C(NCC1)=O)CC1=CC=C(C=C1)NC(OC1=CC=CC=C1)=O